(1R,4R,7R)-2-{2-[7-cyclobutyl-1-(cyclopropylmethyl)-1H-indol-2-yl]-7-methoxy-1-methyl-1H-1,3-benzodiazole-5-carbonyl}-2-azabicyclo[2.2.1]heptan-7-amine C1(CCC1)C=1C=CC=C2C=C(N(C12)CC1CC1)C1=NC2=C(N1C)C(=CC(=C2)C(=O)N2[C@@H]1CC[C@H](C2)[C@H]1N)OC